ClC=1C=C(C=CC1N1CCOCC1)NC(=O)[C@@H]1N(CC1)S(=O)(=O)C=1C=C(C=C2C=NNC12)C(F)F (2R)-N-(3-chloro-4-morpholino-phenyl)-1-[[5-(difluoromethyl)-1H-indazol-7-yl]sulfonyl]azetidine-2-carboxamide